trans-p-Hydroxycinnamic acid OC1=CC=C(/C=C/C(=O)O)C=C1